C(C)OC=1C(=C(C(=C(C(=O)[O-])C1)OCC)OCC)OCC tetraethoxybenzoate